BrC1=CN=C(C(=N1)NCC=1C=CC=2N(C1)C(=CN2)F)N 6-bromo-N2-((3-fluoroimidazo-[1,2-a]pyridin-6-yl)methyl)pyrazine-2,3-diamine